copper (II) tetrafluoroborate-ethanol C(C)O.F[B-](F)(F)F.[Cu+2].F[B-](F)(F)F